ClC=1C=C(C=CC1)C#CC(C(=C)C)(O)C 5-(3-chlorophenyl)-2,3-dimethylpent-1-en-4-yn-3-ol